2-(2-(cyclopropanesulfonamido)thiazol-4-yl)-N-(2-fluoro-4-(5-(2,2,2-trifluoroethoxy)pyridin-3-yl)phenyl)butanamide C1(CC1)S(=O)(=O)NC=1SC=C(N1)C(C(=O)NC1=C(C=C(C=C1)C=1C=NC=C(C1)OCC(F)(F)F)F)CC